O=C1C(=CC(C2=CC=CC=C12)=O)NC1=C(C=C(C(=O)OC)C=C1)F methyl 4-((1,4-dioxo-1,4-dihydronaphthalen-2-yl)amino)-3-fluorobenzoate